diethylsilyl-bis(propylindenyl)zirconium dibromide [Br-].[Br-].C(C)[SiH](CC)[Zr+2](C1C(=CC2=CC=CC=C12)CCC)C1C(=CC2=CC=CC=C12)CCC